C(C)NCC(=O)NC1=CC=C(C=C1)C#CC1=CC=CC=C1 2-(ethylamino)-N-[4-(2-phenylethynyl)phenyl]acetamide